(R)-N-(1-(4-((2-fluoro-3-methyl-4-((1-methyl-1H-benzo[d][1,2,3]triazol-5-yl)oxy)phenyl)amino)pyrido[3,2-d]pyrimidin-6-yl)-3-methylpiperidin-3-yl)acrylamide FC1=C(C=CC(=C1C)OC1=CC2=C(N(N=N2)C)C=C1)NC=1C2=C(N=CN1)C=CC(=N2)N2C[C@](CCC2)(C)NC(C=C)=O